BrC=1CC=C2[C@H](C([C@@H]3N(C=4C=CC=CC4C3)S2(=O)=O)(C)C)C1 (11aR,12aS)-2-bromo-12,12-dimethyl-11,11a,12,12a-tetrahydro-3H-benzo[5,6][1,2]thiazino[2,3-a]indole 5,5-dioxide